C[Si](N([Si](C)(C)C)C1=CC=C(C=C1)C(=C)C1=CC=C(C=C1)[SiH](C)C)(C)C 1-[4-(N,N-Ditrimethylsilylamino)phenyl]-1-(4'-dimethylsilylphenyl)ethylene